O[C@H](CNC(OC1CCCCC1)=O)CO cyclohexyl ((R)-2,3-dihydroxypropyl)carbamate